1-(6-cyano-2-methylpyridin-3-yl)-N-((5-phenyl-1,3,4-thiadiazol-2-yl)methyl)-1H-1,2,3-triazole-4-carboxamide C(#N)C1=CC=C(C(=N1)C)N1N=NC(=C1)C(=O)NCC=1SC(=NN1)C1=CC=CC=C1